dihydrospiro[cyclohexane-1,3'-indol]-5'-carboxylic acid N1CC2(C3=CC(=CC=C13)C(=O)O)CCCCC2